FC1=C(C=C(C=C1)OC(F)(F)F)CO (2-Fluoro-5-(trifluoromethoxy)phenyl)methanol